N-(N,N-dimethyl-1,2,3,4-tetrahydro-2-aminodibenzo-fur-8-yl)-5-methyloxazole-2-carboxamide acrylate C(C=C)(=O)O.CN(C1CC2=C(OC3=C2C=C(C=C3)NC(=O)C=3OC(=CN3)C)CC1)C